The molecule is a cyclic hydroxamic acid siderophore that is produced by several bacterial species and exhibits antitumour activity. It has a role as a siderophore, a bacterial metabolite, a marine metabolite and an antineoplastic agent. It is a cyclic desferrioxamine, a macrocycle and a cyclic hydroxamic acid. It is a conjugate acid of a desferrioxamine E(3-). C1CCNC(=O)CCC(=O)N(CCCCCNC(=O)CCC(=O)N(CCCCCNC(=O)CCC(=O)N(CC1)O)O)O